OC=1C=C2CCC3(CN(CCO3)CCC(=O)OC(C)(C)C)C2=CC1 tert-butyl 3-{5-hydroxy-2,3-dihydrospiro[indene-1,2'-morpholine]-4'-yl}propanoate